[C@H]12CN(C[C@H](CC1)N2)C2=NC(=NC1=C(C(=C(C=C21)Cl)C2=C(C(=CC(=C2Cl)Cl)F)O)F)OC[C@]21CCCN1C[C@@H](C2)F 2-(4-((1R,5S)-3,8-diazabicyclo[3.2.1]-octan-3-yl)-6-chloro-8-fluoro-2-(((2R,7aS)-2-fluorotetrahydro-1H-pyrrolizin-7a(5H)-yl)-methoxy)quinazolin-7-yl)-3,4-dichloro-6-fluorophenol